ethane-1-one O-(3-(trifluoromethyl)benzyl)oxime FC(C=1C=C(CON=CC)C=CC1)(F)F